1-Cyano-N-(5-(3-cyanophenyl)isoxazol-3-yl)-N-methylpyrrolidine-2-carboxamide C(#N)N1C(CCC1)C(=O)N(C)C1=NOC(=C1)C1=CC(=CC=C1)C#N